Alpha-ketooctanoic acid O=C(C(=O)O)CCCCCC